CC1=C(C(=C(C1([Rh])C)C)C)C pentamethyl-cyclopentadienyl-rhodium (i)